CC(C)C=1C=CC(=NC1CN1CCCC1)NC1=CC2=C(C=N1)SC(=N2)N2N=CC=C2 5-(Propan-2-yl)-N-[2-(1H-pyrazol-1-yl)-[1,3]thiazolo[5,4-c]pyridin-6-yl]-6-[(pyrrolidin-1-yl)methyl]pyridin-2-amine